CSC=1C=CC=C2C(=NN(C12)COCC[Si](C)(C)C)C(C)(C)N 2-(7-(methylthio)-1-((2-(trimethylsilyl)ethoxy)methyl)-1H-indazol-3-yl)propan-2-amine